N-(2-hydroxyethyl)isonicotinamide nitrate [N+](=O)(O)[O-].OCCNC(C1=CC=NC=C1)=O